2-[5-[8-[2-[3-(2,3,4a,5,6,7,8,8a-octahydropyrido[4,3-b][1,4]oxazin-4-yl)prop-1-ynyl]-4-pyridyl]-3,8-diazabicyclo[3.2.1]octan-3-yl]-6-amino-pyridazin-3-yl]phenol O1C2C(N(CC1)CC#CC1=NC=CC(=C1)N1C3CN(CC1CC3)C=3C=C(N=NC3N)C3=C(C=CC=C3)O)CNCC2